C[C@]1(N([C@@H](C[C@@H]1NS(=O)(=O)C)C)C(=O)O)COC1CC2CC2(CC1)C1=NC=CC=N1.N1=C(C=CC=C1)C(=O)NCC(=O)O picolinoyl-glycine methyl-(2R,3S,5R)-5-methyl-3-(methylsulfonamido)-2-(((6-(pyrimidin-2-yl)bicyclo[4.1.0]heptan-3-yl)oxy)methyl)pyrrolidine-1-carboxylate